CC[C@H](C)C(=O)O[C@H]1CC[C@@H]([C@@]2([C@H]1[C@H]([C@@]3(C2)C(=C)COC3=O)OC(=O)C)C)C The molecule is a sesquiterpene lactone that is (3R,3a'R)-decahydrospiro[furan-3,2'-indene] carrying an oxo, methylene, acetoxy, [(2S)-2-methylbutanoyl]oxy, methyl and methyl groups at positions 2, 4, 3', 4', 7' and 7a', respectively. It has a role as a plant metabolite. It is a gamma-lactone, an acetate ester, a sesquiterpene lactone and an oxaspiro compound.